COC=1C=C(C=C(C1)OC)CS(=O)(=O)[O-] 3,5-Dimethoxyphenylmethanesulfonate